2-amino-4-(4-amino-7,7-diethyl-6,7-dihydro-5H-pyrrolo[3,2-d]pyrimidin-5-yl)phenol NC1=C(C=CC(=C1)N1CC(C=2N=CN=C(C21)N)(CC)CC)O